NC1=NC(=C(C=C1C=1C=C2CCNC(C2=CC1)=O)C1=C(C=C2CCN(CC2=C1)C)OC)F 6-(2-amino-6-fluoro-5-(6-methoxy-2-methyl-1,2,3,4-tetrahydroisoquinolin-7-yl)pyridin-3-yl)-3,4-dihydroisoquinolin-1(2H)-one